O1C=C(C2=C1C=CC=C2)C2=CC=C1CN(C(C1=C2)=O)C(C(=O)NC(CC(=O)O)C(CF)=O)C 3-(2-(6-(Benzofuran-3-yl)-1-oxoisoindolin-2-yl)propanamido)-5-fluoro-4-oxopentanoic acid